4-fluoro-2-propoxybenzaldehyde FC1=CC(=C(C=O)C=C1)OCCC